α-iodomalonate IC(C(=O)[O-])C(=O)[O-]